N1=C(C=CC=C1)\C(\C)=N\NC(=O)C1=CC2=C(OCO2)C=C1 (E)-N'-(1-(pyridin-2-yl)ethylidene)benzo[d][1,3]dioxole-5-carbohydrazide